1,3-dibromo-2-undecanone BrCC(C(CCCCCCCC)Br)=O